(9R,13S)-13-amino-9-ethyl-3-methyl-3,4,7,15-tetraazatricyclo[12.3.1.02,6]octadeca-1(18),2(6),4,14,16-pentaen-8-one N[C@H]1CCC[C@H](C(NC=2C=NN(C2C=2C=CN=C1C2)C)=O)CC